tert-butyl (2S)-2-[5-(3-benzyloxyazetidin-1-yl)-7-hydroxy-pyrazolo[1,5-a]pyrimidin-2-yl]piperidine-1-carboxylate C(C1=CC=CC=C1)OC1CN(C1)C1=NC=2N(C(=C1)O)N=C(C2)[C@H]2N(CCCC2)C(=O)OC(C)(C)C